BrC1=CC=C2C(=CC=NC2=C1)C(=O)NCC(=O)N1[C@H]2C[C@H]2C[C@H]1C#N 7-bromo-N-(2-((1s,3s,5s)-3-cyano-2-azabicyclo[3.1.0]hex-2-yl)-2-oxoethyl)quinoline-4-carboxamide